BrC1=NC(=CC=C1N1CN(C2=CC(=CC=C2C1=O)C(F)(F)F)C1=C(C=C(C=C1)F)C)OC 3-(2-bromo-6-methoxypyridin-3-yl)-1-(4-fluoro-2-methylphenyl)-7-(trifluoromethyl)-2,3-dihydroquinazolin-4(1H)-one